FC(SN1C(C=2C(C1=O)=CC=CC2)=O)(F)F N-(trifluoromethyl-thio)phthalimide